N-(4-(2-(1-(3-((2S,6R)-2,6-bis(3-methylpyridin-2-yl)piperidin-1-yl)propyl)-1H-pyrazol-4-ylamino)pyrimidin-4-yl)-2-methylbenzyl)-3-isopropoxyazetidine-1-carboxamide CC=1C(=NC=CC1)[C@H]1N([C@H](CCC1)C1=NC=CC=C1C)CCCN1N=CC(=C1)NC1=NC=CC(=N1)C1=CC(=C(CNC(=O)N2CC(C2)OC(C)C)C=C1)C